COC(=O)C=1C(OC2=C(C1)C=CC=C2C(=C)C)C(F)(F)F 8-isopropenyl-2-trifluoromethyl-2H-benzopyran-3-carboxylic acid methyl ester